N-(1-((2S,3R,4R,5R)-3-fluoro-4-hydroxy-5-(hydroxymethyl)tetrahydrofuran-2-yl)-2-oxo-1,2-dihydropyrimidin-4-yl)-5-phenylpyridinecarboxamide F[C@H]1[C@H](O[C@@H]([C@H]1O)CO)N1C(N=C(C=C1)NC(=O)C1=NC=C(C=C1)C1=CC=CC=C1)=O